C(C1CO1)C(C(C(O)CC1CO1)(C)C)O diglycidyl-neopentyl glycol